(2s,3r)-methyl-2,3-dihydroxy-4-phenylbutyrate COC([C@H]([C@@H](CC1=CC=CC=C1)O)O)=O